C(C)(C)(C)OC(N(C(=O)OC(C)(C)C)C1=C(C(=CC=C1)Br)C(F)(F)F)=O (3-bromo-2-(trifluoromethyl)phenyl)(tert-butoxycarbonyl)carbamic acid tert-butyl ester